C(CC(C)C)N(C1=CC=CC(=N1)S(=O)(=O)NC(=O)C=1C(=NC=CC1)N1C(CC(C1)C)(C)C)C N-[[6-[Isopentyl(methyl)amino]-2-pyridyl]sulfonyl]-2-(2,2,4-trimethylpyrrolidin-1-yl)pyridin-3-carboxamid